Ethyl 3-(2-bromo-6-(phenylselanyl)phenyl)-2-(picolinamido)propanoate BrC1=C(C(=CC=C1)[Se]C1=CC=CC=C1)CC(C(=O)OCC)NC(C1=NC=CC=C1)=O